CC1=C(C(=O)P(C2=CC=C(C=C2)C)(C2=CC=C(C=C2)F)=O)C(=CC(=C1)C)C 2,4,6-trimethylbenzoyl-4-fluorophenyl-4-tolylphosphine oxide